C(C)(C)(C)OC(=O)N1[C@H]2[C@@H](CCC1)C(N(C2=O)CC2=CC=CC=C2)=O (4aR-7aS)-6-benzyl-octahydro-5,7-dioxo-pyrrolo[3,4-b]pyridine-1-carboxylic acid tert-butyl ester